N-[(1R)-1-[3-(2-aminoethoxy)phenyl]ethyl]-2-(6-{5-chloro-2-[(oxan-4-yl)amino]pyrimidin-4-yl}-1-oxo-2,3-dihydro-1H-isoindol-2-yl)acetamide NCCOC=1C=C(C=CC1)[C@@H](C)NC(CN1C(C2=CC(=CC=C2C1)C1=NC(=NC=C1Cl)NC1CCOCC1)=O)=O